FC=1C(=CC(=NC1)C(=O)O)C=1C=NC=CC1C 5'-Fluoro-4-methyl-[3,4'-bipyridine]-2'-carboxylic acid